(S)-9-benzyl-3-(trifluoromethyl)-7,7a,8,9,10,11-hexahydro-6H-pyrazino[1,2-d]Pyrido[3,2-b][1,4]oxazepine C(C1=CC=CC=C1)N1C[C@H]2N(C3=C(OCC2)C=C(C=N3)C(F)(F)F)CC1